C(=O)=C1N(C(C2=CC=CC=C12)=C=O)OC(=O)C1CC(C1)=C(F)F 3-(difluoromethylene)cyclobutane-1-carboxylic acid (1,3-dicarbonyl isoindolin-2-yl) ester